OCC1CN(C1)C(=O)C1=CC=C2C(=CC(OC2=C1)=O)C1=C(C=CC=C1)C 7-(3-(hydroxymethyl)azetidine-1-carbonyl)-4-(o-tolyl)-2H-chromen-2-one